COC1=C(C=CC(=C1)OC)CNC(=O)C1=NC(=C2C(=N1)N(N=C2)C)C=2N(C=C(N2)C2=CC(=NN2CC)C)C N-[(2,4-dimethoxyphenyl)methyl]-4-[4-(1-ethyl-3-methyl-1H-pyrazol-5-yl)-1-methyl-1H-imidazol-2-yl]-1-methyl-1H-pyrazolo[3,4-d]pyrimidine-6-carboxamide